CC=1C=C(CN2C=CC3=CC(=CC=C23)N)C=CC1 1-(3-Methylbenzyl)-1H-indol-5-amine